FC1=C(C=CC(=N1)C(=O)NC1CC(C1)OC)N1CCNCC1 6-fluoro-N-(3-methoxycyclobutyl)-5-(piperazin-1-yl)picolinamide